(4-(6,7-dimethoxyquinazolin-4-yl)phenethyl)phosphonic Acid COC=1C=C2C(=NC=NC2=CC1OC)C1=CC=C(CCP(O)(O)=O)C=C1